NC1C2CN(CC12)C=1C(NC(=CN1)SC1=C(C(=CC=C1)Cl)Cl)=O 3-(6-Amino-3-azabicyclo[3.1.0]hexan-3-yl)-6-((2,3-dichlorophenyl)thio)pyrazin-2(1H)-on